5-amino-2-(2,6-dioxo-3-piperidyl)isoindoline-1,3-dione NC=1C=C2C(N(C(C2=CC1)=O)C1C(NC(CC1)=O)=O)=O